(R)-(6-(6-((1-(5-fluoro-2-methoxypyridin-3-yl)ethyl)amino)imidazo[1,2-b]pyridazin-3-yl)pyridazin-4-yl)methanol FC=1C=C(C(=NC1)OC)[C@@H](C)NC=1C=CC=2N(N1)C(=CN2)C2=CC(=CN=N2)CO